5-bromo-2-isopropyl-7-(methylthio)-2,3-dihydro-[1,4]dioxino[2,3-c]pyridine BrC1=NC(=CC2=C1OCC(O2)C(C)C)SC